N1(CCC12CCOCC2)C=O (7-oxa-1-azaspiro[3.5]non-1-yl)methanone